C1(CCCC1)N1C(=CC2=C1N=C(N=C2)NC2=NC=C(C=C2)N2CCC(CC2)N2CCC(CC2)(F)CCC2=CC(=CC=C2)C2C(NC(CC2)=O)=O)C(=O)N(C)C 7-Cyclopentyl-2-((5-(4-(3-(2,6-dioxopiperidin-3-yl)phenethyl)-4-fluoro-[1,4'-bipiperidin]-1'-yl)pyridin-2-yl)amino)-N,N-dimethyl-7H-pyrrolo[2,3-d]pyrimidine-6-carboxamide